O[C@H]1CC[C@H](CC1)NC(CCN1CC2=CC(=CC(=C2CC1)C)C=1N=C2C(=NC1)NC=C2C2=CC(=C(C(=O)N(C)C)C=C2)C)=O 4-(2-(2-(3-((cis-4-hydroxycyclohexyl)amino)-3-oxopropyl)-5-methyl-1,2,3,4-tetrahydroisoquinolin-7-yl)-5H-pyrrolo[2,3-b]pyrazin-7-yl)-N,N,2-trimethylbenzamide